N1CC(CC1)OC=1N=C2C(=NC1)NC=C2C2=CC(NC=C2)=O 4-(2-(pyrrolidin-3-yloxy)-5H-pyrrolo[2,3-b]pyrazin-7-yl)pyridin-2(1H)-one